1,2,2,6,6-pentamethylpiperidylmethacrylate CN1C(C(CCC1(C)C)C=C(C(=O)[O-])C)(C)C